(S)-N-((S)-1,3-dihydrospiro[inden-2,4'-piperidin]-1-yl)-2-methylpropane-2-sulfinamide N1CCC2(CC1)[C@@H](C1=CC=CC=C1C2)N[S@@](=O)C(C)(C)C